2-ethoxy-4-methyl-N-(4-methyl-pentyl)-7-(trifluoromethyl)-quinoline-3-carboxylic acid amide C(C)OC1=NC2=CC(=CC=C2C(=C1C(=O)NCCCC(C)C)C)C(F)(F)F